C(C)(C)(C)OC(=O)N1[C@@H](C[C@H](C1)F)C(NC1=NC(=CC=C1)Br)=O (2S,4R)-2-((6-bromopyridin-2-yl)carbamoyl)-4-fluoropyrrolidine-1-carboxylic acid tert-butyl ester